5'-((5S)-1-(4-amino-1,3-dihydrofurano[3,4-c][1,7]naphthyridine-8-yl)-5-methylpiperidin-2-yl)-7'-chloro-1'-methylspiro[cyclopropane-1,3'-indol]-2'-one NC1=NC=2C=NC(=CC2C2=C1COC2)N2C(CC[C@@H](C2)C)C=2C=C1C3(C(N(C1=C(C2)Cl)C)=O)CC3